1-(4-(difluoromethoxy)phenyl)-7-ethoxy-3-(1-methyl-2-(((oxetan-3-ylmethyl)amino)methyl)-1H-benzo[d]imidazol-6-yl)-1,8-naphthyridin-2(1H)-one FC(OC1=CC=C(C=C1)N1C(C(=CC2=CC=C(N=C12)OCC)C=1C=CC2=C(N(C(=N2)CNCC2COC2)C)C1)=O)F